4-tert-butylphenylethynyl-trimethylsilane C(C)(C)(C)C1=CC=C(C=C1)C#C[Si](C)(C)C